BrC1=CC2=C(N=C(S2)NC(=O)C2CN(C2)C(=O)OC(C)(C)C)C=C1 tert-butyl 3-((6-bromobenzo[d]thiazol-2-yl)carbamoyl)azetidine-1-carboxylate